cis-6-(2,5-Diazabicyclo[4.2.0]octan-2-yl)-N-methylisoxazolo[4,5-b]pyridin-3-amine [C@@H]12N(CCN[C@H]2CC1)C=1C=C2C(=NC1)C(=NO2)NC